C(C)[C@@H]1[C@H](C2=NC=CC=C2OC1)CNC(OCC1=CC=CC=C1)=O |r| rac-benzyl {[(3R,4S)-3-ethyl-3,4-dihydro-2H-pyrano[3,2-b]pyridin-4-yl]methyl}carbamate